ClC1=C(C=CC(=C1)S(=O)(=O)CC1CCC(CC1)(C)O)C1=CC=C(C=C1)C#N 2'-Chloro-4'-(((trans-4-hydroxy-4-methylcyclohexyl)methyl)sulfonyl)-[1,1'-biphenyl]-4-carbonitrile